N-cyclopropyl-2-(4-methyl-1-oxo-[1,2,4]triazino[4,5-a]indol-2-yl)acetamide C1(CC1)NC(CN1N=C(N2C(=CC=3C=CC=CC23)C1=O)C)=O